bis(3,4-epoxycyclohexyl) ether C1(CC2C(CC1)O2)OC2CC1C(CC2)O1